ClC=1C(=C(OC2=C(C(=NC=N2)OC2=C(C=CC=C2)C(C(=O)NC)=NOC)F)C=CC1)C 2-(2-(6-(3-chloro-2-methylphenoxy)-5-fluoro-pyrimidin-4-yloxy)phenyl)-2-methoxyimino-N-methyl-acetamide